4-[3-oxo-3-[6-[[6-(trifluoromethyl)-3-pyridinyl]methyl]-2-azaspiro[3.3]heptan-2-yl]propyl]imidazolidin-2-one O=C(CCC1NC(NC1)=O)N1CC2(C1)CC(C2)CC=2C=NC(=CC2)C(F)(F)F